N-methylbutan-2-enamide CNC(C=CC)=O